3-(1-acetyl-1H-indole-3-carboxamido)-4-(butylamino)benzoic acid tert-butyl ester C(C)(C)(C)OC(C1=CC(=C(C=C1)NCCCC)NC(=O)C1=CN(C2=CC=CC=C12)C(C)=O)=O